4-(pyridazin-4-ylamino)benzonitrile N1=NC=C(C=C1)NC1=CC=C(C#N)C=C1